O1CCOC2=C1C=CC(=C2)C(=O)OCC ethyl 2,3-dihydro-1,4-benzodioxin-6-carboxylate